ClC1=C(C(=CC=C1)F)NNC(C1=C(C=C(C=C1)/C(=C/C(C(F)(F)F)C1=CC(=C(C(=C1)Cl)Cl)Cl)/F)C(F)(F)F)=O (Z)-N'-(2-chloro-6-fluorophenyl)-4-(1,4,4,4-tetrafluoro-3-(3,4,5-trichlorophenyl)but-1-en-1-yl)-2-(trifluoromethyl)benzoyl-hydrazine